4-((5-bromo-1,3,4-thiadiazol-2-yl)methyl)-6-(2,4-difluorobenzyl)-4,6-diazaspiro[2.4]heptane-5,7-dione BrC1=NN=C(S1)CN1C2(CC2)C(N(C1=O)CC1=C(C=C(C=C1)F)F)=O